COC1=C(CNC2=NC(=CC=3C2=NN(N3)C(C)C3=NC=CC=C3)C3=C(C#N)C=CC=C3)C=CC(=C1)OC (4-((2,4-Dimethoxybenzyl)amino)-2-(1-(pyridin-2-yl)ethyl)-2H-[1,2,3]triazolo[4,5-c]pyridin-6-yl)benzonitrile